(E)-3-(1-(3-nitro-1H-indol-1-yl)cyclopropyl)-1-(m-tolyl)prop-2-en-1-one [N+](=O)([O-])C1=CN(C2=CC=CC=C12)C1(CC1)/C=C/C(=O)C=1C=C(C=CC1)C